N-(1-(4-cyanothiazol-2-yl)ethyl)-2,2-difluoro-2-(6-fluoro-4-methyl-2-oxo-1,2-dihydroquinolin-3-yl)acetamide C(#N)C=1N=C(SC1)C(C)NC(C(C=1C(NC2=CC=C(C=C2C1C)F)=O)(F)F)=O